petroselic acid C(CCCC\C=C/CCCCCCCCCCC)(=O)O